5-(3-chlorobenzyl)pyridin-2-amine ClC=1C=C(CC=2C=CC(=NC2)N)C=CC1